FC([C@@H]1[C@@H](C1)N)F cis-2-(difluoromethyl)cyclopropan-1-amine